(4-(2,5-dimethyloxazol-4-yl)phenyl)methanamine CC=1OC(=C(N1)C1=CC=C(C=C1)CN)C